3-glycidoxypropyl-methoxydimethyl-silane C(C1CO1)OCCC[Si](C)(C)OC